C[Si](O[Si](O[Si](C)(C)C)(O[Si](C)(C)C)CCCNC)(C)C 3-(1,1,1,5,5,5-hexamethyl-3-((trimethylsilyl)oxy)trisiloxan-3-yl)-N-methylpropan-1-amine